C(C)C1[C@H]([C@H]2[C@@H]3CC[C@H]([C@@H](CCC(=O)O)C)[C@]3(CC[C@@H]2[C@]2(CC[C@H](C[C@@H]12)O)C)C)O 6-α-ethyl-3α,7α-dihydroxy-5β-cholan-24-oic acid